1,5-diphenyl-3-penta-1,4-dienone palladium [Pd].C1(=CC=CC=C1)C=CC(C=CC1=CC=CC=C1)=O